2-methylpropanoic acid ethyl ester C(C)OC(C(C)C)=O